N'-(5-bromo-2-methylphenyl)-2-(4,4-difluoro-tetrahydro-2H-pyran-2-yl)acethydrazide BrC=1C=CC(=C(C1)NNC(CC1OCCC(C1)(F)F)=O)C